(3'-bromo-(1,1'-biphenyl)-4-yl)boric acid BrC=1C=C(C=CC1)C1=CC=C(C=C1)OB(O)O